Cl.N1(CCOCC1)C1=C(C(=O)N)C=CC=N1 2-(Morpholin-4-yl)-nicotinamide hydrochloride